ClC=1C(=C(C=CC1)N1C(=NC2=C1C=C(C=C2C(=O)N)NC(=O)C2=C(C=CC=C2)C(F)(F)F)COCC)C (3-chloro-2-methylphenyl)-2-(ethoxymethyl)-6-({[2-(trifluoromethyl)phenyl]carbonyl}amino)-1H-benzoimidazole-4-carboxamide